FC=1C(=CC=2C3=C(C=NC2C1)N(C(C31CN(C1)C1=CC(=CC=C1)F)=O)C)C=1C=C(C(=NC1)OCCNC(C)C)NS(=O)(=O)C N-(5-(7'-Fluoro-1-(3-fluorophenyl)-3'-methyl-2'-oxo-2',3'-dihydrospiro[azetidine-3,1'-pyrrolo[2,3-c]quinolin]-8'-yl)-2-(2-(isopropylamino)ethoxy)pyridin-3-yl)methanesulfonamide